FC1=C(C=CC=C1NC(NC=1C=NC(=CC1)C)=O)CN1CCN(CC1)C(=O)OC Methyl 4-[(2-fluoro-3-{[N-(6-methylpyridin-3-yl)carbamoyl]amino}phenyl)methyl]piperazine-1-carboxylate